N,N-dimethylammonium C[NH2+]C